(2S,3S)-1-allyl-3-(4-bromophenyl)azetidine-2-carbonitrile C(C=C)N1[C@@H]([C@H](C1)C1=CC=C(C=C1)Br)C#N